5-chloro-7-(2-methoxyphenyl)-N,N-dimethylbenzofuran-2-carboxamide ClC=1C=C(C2=C(C=C(O2)C(=O)N(C)C)C1)C1=C(C=CC=C1)OC